3-bromo-N-[(4-methoxyphenyl)methyl]-N-methyl-4-[[6-(trifluoromethyl)-3-pyridinyl]amino]benzenesulfonamide BrC=1C=C(C=CC1NC=1C=NC(=CC1)C(F)(F)F)S(=O)(=O)N(C)CC1=CC=C(C=C1)OC